CC(CCCC(CCCCCCCCCCCC)O)O octadecane-2,6-diol